OC(C[NH-])(C)C N-(2-hydroxy-2-methylpropyl)-amid